COCCC 1-(methoxymethyl)ethane